FC(C=1C=C(C=CC1)[C@@H](C)NC1=C2C(=C(N=N1)C)N=CC(=C2)N2CC1(COC1)C2)F (R)-N-(1-(3-(difluoromethyl)phenyl)ethyl)-8-methyl-3-(2-oxa-6-azaspiro[3.3]heptan-6-yl)pyrido[2,3-d]pyridazin-5-amine